Tert-butyl 4-((5-(cyclobutylcarbamoyl)-3-(methylcarbamoyl)-2-oxopyridin-1(2H)-yl) methyl)-1H-benzo[d]imidazole-1-carboxylate C1(CCC1)NC(=O)C=1C=C(C(N(C1)CC1=CC=CC=2N(C=NC21)C(=O)OC(C)(C)C)=O)C(NC)=O